C(C)OC(C(=CC=O)C)=O 2-methyl-4-oxo-2-butenoic acid ethyl ester